2-(thiazol-2-yl)-4-(trifluoromethyl)aniline S1C(=NC=C1)C1=C(N)C=CC(=C1)C(F)(F)F